C(#N)CCC=1C=C2C(=C(C(=NC2=C(C1C1=C(C(=CC=C1)Cl)Cl)F)SC)I)N[C@H]1[C@H]2CN([C@@H]1C2)C(=O)OC(C)(C)C tert-butyl (1R,4R,5S)-5-((6-(2-cyanoethyl)-7-(2,3-dichlorophenyl)-8-fluoro-3-iodo-2-(methylthio)quinolin-4-yl)amino)-2-azabicyclo[2.1.1]hexane-2-carboxylate